N1C(=NC2=C1C=CC=C2)CC2=CC(=CC1=NC3=CC=CC=C3C=C21)CN2N=CC(=C2)C(=O)NCC2=NC=CC=C2F 1-{[1-(1H-1,3-Benzodiazol-2-ylmethyl)acridin-3-yl]methyl}-N-[(3-fluoropyridin-2-yl)methyl]-1H-pyrazole-4-carboxamide